(2E)-2-hexa-2,4-diynylidene-1,6-dioxaspiro[4.4]non-3-ene C(/C#CC#CC)=C/1\OC2(C=C1)OCCC2